ClCCNC(=O)N[C@@H]1CC[C@H](CC1)CCN1CCN(CC1)C1=C(C(=CC=C1)Cl)Cl 1-(2-Chloroethyl)-3-(trans-4-(2-(4-(2,3-dichlorophenyl)piperazin-1-yl)ethyl)cyclohexyl)urea